C1(CC1)COC1=C(C(=C(NC=2C3=C(N=CN2)C=C(C(=N3)N3[C@@H]2CN([C@H](C3)C2)C(=O)OC(C)(C)C)F)C=C1)F)F tert-butyl (1S,4S)-5-[4-[4-(cyclopropylmethoxy)-2,3-difluoro-anilino]-7-fluoro-pyrido[3,2-d]pyrimidin-6-yl]-2,5-diazabicyclo[2.2.1]heptane-2-carboxylate